trifluoromethylthiobenzyl alcohol FC(SC(C1=CC=CC=C1)O)(F)F